ClC1=C(C=NC=C1)C1=CC(=NN1C1CCCC1)C(=O)N[C@H](CC(=O)NC1CCC1)CCN1CC(CCC1)(F)F (3S)-3-{[5-(4-chloropyridin-3-yl)-1-cyclopentyl-1H-pyrazol-3-yl]formamido}-N-cyclobutyl-5-(3,3-difluoropiperidin-1-yl)pentanamide